C[C@@H]1[C@@](C1)(C1=NOC(N1)=O)N1C(=CC2=CC(=CC=C12)C1CCOCC1)C(=O)O 1-[(1S,2S)-2-Methyl-1-(5-oxo-4H-1,2,4-oxadiazol-3-yl)cyclopropyl]-5-(oxan-4-yl)indole-2-carboxylic Acid